4-(2-cyanoprop-2-yl)-N-(2-fluoro-4-methyl-5-(7-(methylamino)-1,6-naphthyridin-3-yl)phenyl)picolinamide C(#N)C(C)(C)C1=CC(=NC=C1)C(=O)NC1=C(C=C(C(=C1)C=1C=NC2=CC(=NC=C2C1)NC)C)F